N-(4-amino-3,4-dioxo-1-phenylbutan-2-yl)-1-methyl-3-(quinolin-8-yl)-1H-pyrazole-4-carboxamide NC(C(C(CC1=CC=CC=C1)NC(=O)C=1C(=NN(C1)C)C=1C=CC=C2C=CC=NC12)=O)=O